C(C=C)(=O)N1C[C@@H](N(CC1)C=1C2=C(N(C(N1)=O)C=1C(=NC(=CC1SC)C)C(C)C)N=C(C(=C2)F)Cl)C 4-((S)-4-acryloyl-2-methylpiperazin-1-yl)-7-chloro-6-fluoro-1-(2-isopropyl-6-methyl-4-(methylthio)pyridin-3-yl)pyrido[2,3-d]pyrimidin-2(1H)-one